O1C(CCCC1)N1N=CC(=C1)C1=CC(NC=C1)=O 4-(1-tetrahydropyran-2-ylpyrazol-4-yl)-1H-pyridin-2-one